9,10-bis-(2-naphthyl)-2-tert-butyl-anthracene C1=C(C=CC2=CC=CC=C12)C=1C2=CC=CC=C2C(=C2C=CC(=CC12)C(C)(C)C)C1=CC2=CC=CC=C2C=C1